(E)-1-(6,7-dimethoxy-3,4-dihydroisoquinolin-2(1H)-yl)-3-(4-hydroxy-3-methoxyphenyl)prop-2-en-1-one COC=1C=C2CCN(CC2=CC1OC)C(\C=C\C1=CC(=C(C=C1)O)OC)=O